FC(C(=O)N[C@@H]1[C@H](N(C(C1)=O)C=1C=C2C=NN(C2=CC1)C1=CC(=NC=C1)OC)C1=CC=CC=C1)(C)F |r| 2,2-difluoro-N-[rac-(2R,3S)-1-[1-(2-methoxy-4-pyridyl)indazol-5-yl]-5-oxo-2-phenyl-pyrrolidin-3-yl]propanamide